O=N[C@@H](CCS(=O)C)C(=O)O ketomethionine sulfoxide